4-[4-[5-(4-bromobutoxy)pyrimidin-2-yl]-1-piperidinyl]-2-(trifluoromethyl)benzonitrile BrCCCCOC=1C=NC(=NC1)C1CCN(CC1)C1=CC(=C(C#N)C=C1)C(F)(F)F